ClC1=CC=C(C=C1)SSC1=CC=C(C=C1)Cl Bis(4-chlorophenyl) disulphide